1-(3-(tert-butyl)-1-methyl-1H-pyrazol-5-yl)-3-(3-((1-(tetrahydro-2H-pyran-2-yl)-3-(1-(tetrahydro-2H-pyran-2-yl)-1H-pyrazol-4-yl)-1H-indazol-6-yl)amino)phenyl)urea C(C)(C)(C)C1=NN(C(=C1)NC(=O)NC1=CC(=CC=C1)NC1=CC=C2C(=NN(C2=C1)C1OCCCC1)C=1C=NN(C1)C1OCCCC1)C